4-(1-(4-fluoro-2-methylphenyl)-4-oxo-6-(trifluoromethyl)-1,4-dihydroquinazolin-3(2H)-yl)pyridazine 1-oxide FC1=CC(=C(C=C1)N1CN(C(C2=CC(=CC=C12)C(F)(F)F)=O)C1=CN=[N+](C=C1)[O-])C